COC1=CC=2N=CN=C(C2N=C1NC(=O)[C@@]12COC[C@H]2C1)C=1C(=NN(C1)C)C1=CC=CC=C1 (1S,5S)-N-(7-methoxy-4-(1-methyl-3-phenyl-1H-pyrazol-4-yl)pyrido[3,2-d]pyrimidin-6-yl)-3-oxabicyclo[3.1.0]hexane-1-carboxamide